[Cl-].C(C)N1CC=CC=C1 N-ethyl-pyridine chloride